CC=1C=C(C=CC1C1(CC=2C(OC(C2C=C1)=O)=O)C(=O)[O-])C1=CC(=C(C=C1)C1(CC=2C(OC(C2C=C1)=O)=O)C(=O)[O-])C 5,5'-(3,3'-dimethyl[1,1'-biphenyl]-4,4'-diyl)bis(1,3-dihydro-1,3-dioxo-5-isobenzofurancarboxylate)